tetraethylene glycol bis{3-(3,5-di-tert-butyl-4-hydroxyphenyl) propionate} C(C)(C)(C)C=1C=C(C=C(C1O)C(C)(C)C)CCC(=O)OCCOCCOCCOCCOC(CCC1=CC(=C(C(=C1)C(C)(C)C)O)C(C)(C)C)=O